CC(=C)C(C(CCC)=O)(C)C 2,3,3-trimethylhept-1-en-4-one